2-(2-((3R,4S)-3-amino-4-fluoropiperidin-1-yl)-6-(trifluoromethyl)-1H-benzo[d]imidazol-1-yl)-1-(azetidin-1-yl)ethan-1-one N[C@@H]1CN(CC[C@@H]1F)C1=NC2=C(N1CC(=O)N1CCC1)C=C(C=C2)C(F)(F)F